4-[maleimidomethyl]cyclohexane-1-carboxylic acid sulfosuccinimidyl ester S(=O)(=O)(O)C1C(=O)N(C(C1)=O)OC(=O)C1CCC(CC1)CN1C(C=CC1=O)=O